FC1=C(C(=CC(=C1)OC)F)C(COC)=O 1-(2,6-difluoro-4-methoxy-phenyl)-2-methoxy-ethanone